2-(trifluoromethyl)cyclopropane-1-carboxylic acid FC(C1C(C1)C(=O)O)(F)F